C[C@H]1CCC(=NC1)C1=CC2=C(OC3(CCN(CC3)C(=O)OCC)O2)C=C1 (S)-ethyl 5-(5-methyl-3,4,5,6-tetrahydropyridin-2-yl)spiro[benzo[d][1,3]dioxole-2,4'-piperidine]-1'-carboxylate